tert-butyl 8-(N-(5-chloro-4-(cyclopentylmethoxy)-2-fluorobenzoyl)sulfamoyl)hexahydro-1H-pyrazino[1,2-a]pyrazine-2(6H)-carboxylate ClC=1C(=CC(=C(C(=O)NS(=O)(=O)N2CC3N(CCN(C3)C(=O)OC(C)(C)C)CC2)C1)F)OCC1CCCC1